C(C)(C)(C)OOC1CCC(CC1)OOC(C)(C)C 1,4-di(tert-butyl-peroxy)cyclohexane